2-[(2R,4S)-4-{4-amino-3-[2-(6,7-difluoro-1-methyl-1,3-benzodiazol-5-yl)ethynyl]Pyrazolo[3,4-d]Pyrimidin-1-yl}-1-(prop-2-enoyl)pyrrolidin-2-yl]Acetonitrile NC1=C2C(=NC=N1)N(N=C2C#CC2=CC1=C(N(C=N1)C)C(=C2F)F)[C@H]2C[C@@H](N(C2)C(C=C)=O)CC#N